C(C1=CC=CC=C1)OC(=O)N1CCN(CC1)CCCNC(=O)OC(C)(C)C 4-[3-(tert-Butoxycarbonylamino)propyl]piperazine-1-carboxylic acid benzyl ester